3,5-hexanedione CCC(CC(C)=O)=O